lauryl sulfurate S(OCCCCCCCCCCCC)([O-])(=O)=O